(Z)-3,7-dimethyloct-2,6-dienal C/C(=C/C=O)/CCC=C(C)C